N-(2-(6-fluoronaphthalen-1-yl)ethyl)-N-methylpropan-2-amine fumarate C(\C=C\C(=O)O)(=O)O.FC=1C=C2C=CC=C(C2=CC1)CCN(C(C)C)C